BrC1=CC=CC(=N1)C1CN(CCC1)C(=O)OC(C)(C)C tert-butyl 3-(6-bromopyridin-2-yl)piperidine-1-carboxylate